C(C)(C)(C)OC(CC1(CC2=CC=CC=C2C1)C(=O)O)=O 2-[2-(tert-butoxy)-2-oxoethyl]-2,3-dihydro-1H-indene-2-carboxylic acid